O1[C@@H](COCC1)CNC(=O)C1=C(C2=C(CC3(C4=CN(N=C24)CC2=CC=NC=C2)CC3)O1)C(F)(F)F N-[(2R)-1,4-Dioxan-2-ylmethyl]-2'-(Pyridin-4-ylmethyl)-8'-(Trifluoromethyl)-2',5'-dihydrospiro[Cyclopropan-1,4'-furo[2,3-g]indazol]-7'-carboxamid